C(N)(O)=O.FC1(CNCCC1)F 3,3-DIFLUOROPIPERIDINE CARBAMATE